ClC=1N=C2C(=C(C(N(C2=CC1)C)=O)C#N)N(C)[C@@H]1CC[C@@H](CC1)N(C1=C(C=C(C=C1)F)OC)C1CCC1 cis-6-chloro-4-((4-(cyclobutyl(4-fluoro-2-methoxyphenyl)amino)cyclohexyl)(methyl)amino)-1-methyl-2-oxo-1,2-dihydro-1,5-naphthyridine-3-carbonitrile